(3S)-3-amino-1,3-dihydrospiro[indene-2,4'-piperidine] N[C@@H]1C2=CC=CC=C2CC12CCNCC2